P(OCC1(CN(C1)C1=NC=C(C=C1)C1=NNC2=CC=C(C=C12)OC(C)C1=C(C=NC=C1Cl)Cl)C)([O-])=O ((1-(5-(5-(1-(3,5-dichloropyridin-4-yl) ethoxy)-1H-indazol-3-yl) pyridin-2-yl)-3-methylazetidin-3-yl) methyl) phosphonate